FC1=C(C(=CC(=C1)O[C@@H]1CNCC1)F)[C@H]1N([C@@H](CC=2C=C3C(=CC12)OCO3)C)CC(F)(F)F (5S,7R)-5-(2,6-difluoro-4-(((S)-pyrrolidin-3-yl)oxy)phenyl)-7-methyl-6-(2,2,2-trifluoroethyl)-5,6,7,8-tetrahydro-[1,3]dioxolo[4,5-g]isoquinoline